2-(2-((3R,4R)-3-Amino-4-fluoro-1-piperidinyl)-5,6-difluoro-1H-benzimidazol-1-yl)-1-(1-pyrrolidinyl)ethanon N[C@@H]1CN(CC[C@H]1F)C1=NC2=C(N1CC(=O)N1CCCC1)C=C(C(=C2)F)F